(S)-2-(3-(3-(fluoro(4-methyl-4H-1,2,4-triazol-3-yl)methyl)oxetan-3-yl)phenyl)-6-((3-hydroxy-3-isopropylazetidin-1-yl)methyl)-4-(trifluoromethyl)isoindolin-1-one F[C@@H](C1(COC1)C=1C=C(C=CC1)N1C(C2=CC(=CC(=C2C1)C(F)(F)F)CN1CC(C1)(C(C)C)O)=O)C1=NN=CN1C